ClC=1C(=NC=CC1C1=C(C(=CC=C1)C1=NC(=C(C=C1)CNC[C@H]1NC(CC1)=O)OC)Cl)C1=CC(=C(CN[C@@H](C)C(=O)OC(C)C)C=C1)OC isopropyl (4-(3-chloro-4-(2-chloro-3-(6-methoxy-5-(((((S)-5-oxopyrrolidin-2-yl)methyl)amino)methyl)pyridin-2-yl)phenyl)pyridin-2-yl)-2-methoxybenzyl)-L-alaninate